N1([C@@H]2[C@H](CC1)COC2)C2=NC=CC(=N2)N2CC1=C(N=CC(=C1C=C2)C(C)C)N2[C@@H]([C@H](C2)CS(=O)(=O)C)C N-{2-[(3aS,6aR)-hexahydro-1H-furo[3,4-b]pyrrol-1-yl]pyrimidin-4-yl}-8-[(2R,3S)-3-(methanesulfonylmeth-yl)-2-methylazetidin-1-yl]-5-(propan-2-yl)-2,7-naphthyridin